Cl.FC(C1=C(C=C(C=C1)C1=CC(=CC(=C1)CC(CCNCCCN)N)CC(CCNCCCN)N)CC(CCNCCCN)N)(F)F N1''-((4'-(trifluoromethyl)-[1,1'-biphenyl]-3,3',5-triyl)tris(methylene))tris(N3-(3-aminopropyl)propane-1,3-diamine), hydrochloride salt